3-(2-fluoro-4-phenoxyphenyl)-1-((cis)-4-((S)-3-methylpiperazin-1-yl)cyclohexyl)-1H-pyrazolo[3,4-d]pyrimidin-4-amine FC1=C(C=CC(=C1)OC1=CC=CC=C1)C1=NN(C2=NC=NC(=C21)N)[C@@H]2CC[C@@H](CC2)N2C[C@@H](NCC2)C